N1=C(N=CC=C1)CCCC(N1CCNCC1)N1C(C2=C3C=CC(=C2C1=O)C3)=O [4-(2-pyrimidinyl)-1-(piperazinyl)-butyl]-4,7-methylene-1H-isoindole-1,3(2H)-dione